4-ethoxy-2-(ethyl(piperidin-4-yl)amino)-N-(2-methyl-2H-indazol-5-yl)pyrimidine-5-carboxamide formate C(=O)O.C(C)OC1=NC(=NC=C1C(=O)NC1=CC2=CN(N=C2C=C1)C)N(C1CCNCC1)CC